1-(4-{4-[4-amino-5-(2-methoxyphenyl)-7-methyl-7H-pyrrolo[2,3-d]pyrimidin-6-yl]-1H-pyrazol-1-yl}piperidin-1-yl)prop-2-en-1-one NC=1C2=C(N=CN1)N(C(=C2C2=C(C=CC=C2)OC)C=2C=NN(C2)C2CCN(CC2)C(C=C)=O)C